[Na+].C1=C(C=CC2=CC=CC=C12)S(=O)[O-] 2-naphthylsulfinic acid sodium salt